O1NCC=C1 2,3-dihydroisoxazole